2-chloro-4'-tert-butyl-acetophenone ClCC(=O)C1=CC=C(C=C1)C(C)(C)C